5-(methacrylamido)tetrazole tertiary-butyl-4-((4-fluorophenyl)carbamoyl)-5-hydroxy-3-oxo-3,6-dihydropyridine-1(2H)-carboxylate C(C)(C)(C)OC(=O)N1CC(C(=C(C1)O)C(NC1=CC=C(C=C1)F)=O)=O.C(C(=C)C)(=O)NC1=NN=NN1